FC1=NC(=C2N=CN(C2=N1)C1OCCCC1)NCC1=C(C=CC=C1)C(=O)OC 2-fluoro-6-{[2-(methoxycarbonyl)benzyl]amino}-9-(tetrahydro-2H-pyran-2-yl)-9H-purine